BrC(C)C1=CC(=CC=2C(C=C(OC21)SCC)=O)CC#N (8-(1-bromoethyl)-2-(ethylsulfanyl)-4-oxo-4H-benzopyran-6-yl)acetonitrile